7-(2-chlorophenyl)-8-fluoro-2-((hexahydro-1H-pyrrolizin-7a-yl)methoxy)pyrido[4,3-d]pyrimidine ClC1=C(C=CC=C1)C1=C(C=2N=C(N=CC2C=N1)OCC12CCCN2CCC1)F